4-(4-(5-(cyclopropyl((1S,2S,3R,5R)-2-fluoro-8-azabicyclo[3.2.1]octan-3-yl)amino)pyrazin-2-yl)-3-hydroxyphenyl)-1-(fluoromethyl)pyridin-2(1H)-one C1(CC1)N(C=1N=CC(=NC1)C1=C(C=C(C=C1)C1=CC(N(C=C1)CF)=O)O)[C@H]1[C@H]([C@@H]2CC[C@H](C1)N2)F